CC(CC)OC1C(CCCC1)CN1C=[N+](C=C1)CC1C(CCCC1)OC(CC)C 1,3-bis{[2-(1-methylpropoxy)cyclohexan-1-yl]methyl}imidazolium